(R)-2-hydroxy-N-(5-isobutyl-4-methylthiazol-2-yl)-3-((7-(5-methyl-1,2,4-oxadiazol-3-yl)isoquinolin-1-yl)amino)propenamide OC(C(=O)NC=1SC(=C(N1)C)CC(C)C)=CNC1=NC=CC2=CC=C(C=C12)C1=NOC(=N1)C